C(=C/C(=O)O)\\C=C\\C(=O)O The molecule is a hexadienedioic acid with unsaturation at positions 2 and 4. It has a role as a human xenobiotic metabolite. It is a conjugate acid of a 5-carboxypenta-2,4-dienoate.